(±)-4-chloro-3-(2-(3,4-dihydroxypiperidin-1-yl)-1,1-difluoro-2-oxoethyl)-N-(4-fluoro-3-methylphenyl)benzamide ClC1=C(C=C(C(=O)NC2=CC(=C(C=C2)F)C)C=C1)C(C(=O)N1CC(C(CC1)O)O)(F)F